CN1C(SC2=C1C=CC=C2)\C=C\C2=NC=CN=C2 (E)-3-methyl-2-(2-(pyrazin-2-yl)vinyl)benzo[d]thiazole